(S)-N-((S)-3-Cyano-1-(3-(trifluoromethoxy)phenyl)propyl)-3-hydroxy-4,4-dimethylpentanamid C(#N)CC[C@@H](C1=CC(=CC=C1)OC(F)(F)F)NC(C[C@@H](C(C)(C)C)O)=O